BrC=1C=C(SC1OC)[C@@]1(CN2[C@H](CO1)CN(CC2)C(=O)C2=C(C(=CC=C2)OC)Cl)O [(3S,9aS)-3-(4-Bromo-5-methoxy-2-thienyl)-3-hydroxy-1,4,6,7,9,9a-hexahydropyrazino[2,1-c][1,4]oxazin-8-yl]-(2-chloro-3-methoxyphenyl)methanon